[N+](=O)([O-])C=1C=C2CCC(NC2=CC1C#N)=O 6-nitro-2-oxo-3,4-dihydro-1H-quinoline-7-carbonitrile